BrC1=C(C=C(C=C1)CO)F (4-bromo-3-fluoro-phenyl)methanol